COC=1C(=C(C=CC1)O)[N+](=O)[O-] 3-methoxy-2-nitrophenol